3-(trifluoromethylsulfonyl)bromobenzene methyl-1-(4-(1-(2,6-dichlorophenyl)azetidin-3-yl)-2,6-dimethylbenzyl)-3-fluoropiperidine-4-carboxylate COC(=O)C1C(CN(CC1)CC1=C(C=C(C=C1C)C1CN(C1)C1=C(C=CC=C1Cl)Cl)C)F.FC(S(=O)(=O)C=1C=C(C=CC1)Br)(F)F